binaphthyl-2,2'-diyl hydrogen-phosphate P1(=O)(O)OC2=C(C3=CC=CC=C3C=C2)C2=C(C=CC3=CC=CC=C23)O1